C(C=C)(=O)NC1=C(C2=C(CN(C(C2)C)C(=O)OC(C)(C)C)S1)C=1SC2=C(N1)C=CC=C2 tert-Butyl 2-acrylamido-3-(benzo[d]thiazol-2-yl)-5-methyl-4,7-dihydrothieno[2,3-c]pyridine-6(5H)-carboxylate